4-(Dimethylamino)-1-((2-methyl-1H-imidazol-5-yl)methyl)-7-(trifluoromethyl)quinazolin-2(1H)-one CN(C1=NC(N(C2=CC(=CC=C12)C(F)(F)F)CC1=CN=C(N1)C)=O)C